N1(CCOCC1)C1=NC=2N(C(=N1)NCC(N)=N)N=CC2C(F)(F)F {[2-(morpholin-4-yl)-8-(trifluoromethyl)pyrazolo[1,5-a][1,3,5]triazin-4-yl]amino}ethanimidamide